FC(C=1C=C(C=C(C1)C(F)(F)F)[C@@H]1[C@@H](N(C(O1)=O)C(CCC=1C=CC=C2C=CN=CC12)=O)C)(F)F (4S,5R)-5-[3,5-bis(trifluoromethyl)phenyl]-3-(3-isoquinolin-8-ylpropanoyl)-4-methyl-1,3-oxazolidin-2-one